S1C(=NC2=C1C=CC=C2)NC2=C(C=C(N=N2)N(C=2SC(=C(N2)C(=O)OCC)N2CC(C2)OCC2=CC=CC=C2)C)C ethyl 2-({6-[(1,3-benzothiazol-2-yl) amino]-5-methylpyridazin-3-yl} (methyl) amino)-5-[3-(benzyloxy) azetidin-1-yl]-1,3-thiazole-4-carboxylate